alpha-glycidoxybutyl-triethoxysilane C(C1CO1)OC(CCC)[Si](OCC)(OCC)OCC